C1(=CC=CC=2C3=CC=CC=C3NC12)C1=CC=CC=2C3=CC=CC=C3CC12 carbazolylfluorene